6-chloro-1-methyl-1H-benzo[d][1,2,3]triazol-5-amine ClC=1C(=CC2=C(N(N=N2)C)C1)N